1-(2-chloro-6-fluorobenzyl)-N-((6-methoxybenzofuran-2-yl)methyl)-3-methyl-2-oxo-1,2,3,4-tetrahydroquinazoline-7-carboxamide ClC1=C(CN2C(N(CC3=CC=C(C=C23)C(=O)NCC=2OC3=C(C2)C=CC(=C3)OC)C)=O)C(=CC=C1)F